5-fluoro-4-(3-fluoro-4-(oxetan-3-yl)phenyl)thiazol-2-amine FC1=C(N=C(S1)N)C1=CC(=C(C=C1)C1COC1)F